C(C(C)C)OC([C@H](O)[C@@H](O)C(=O)O)=O L-tartaric acid isobutyl ester